N-[4-[4-[(1s,3r)-3-aminocyclopentanecarbonyl]piperazine-1-carbonyl]-3-chloro-phenyl]-5-(2,3-difluoro-4-methoxy-phenyl)-1-methyl-imidazole-2-carboxamide N[C@H]1C[C@H](CC1)C(=O)N1CCN(CC1)C(=O)C1=C(C=C(C=C1)NC(=O)C=1N(C(=CN1)C1=C(C(=C(C=C1)OC)F)F)C)Cl